C(C)(C)(C)OC(N(C)CC(O)C1=C(C=CC=2OC(OC21)(F)F)Br)=O (2-(5-bromo-2,2-difluorobenzo[d][1,3]dioxol-4-yl)-2-hydroxyethyl)(methyl)carbamic acid tert-butyl ester